C1(CC1)C1=CC=C(C=N1)C(=O)N 6-cyclopropylpyridine-3-carboxamide